ON1[C@@H](CCC1)C(=O)[O-] (4S)-hydroxy-L-prolinate